tetramethyldiamino-propane CCC(C(C)(C)C)(N)N